C(C)(C)(C)C1=NN(C(=C1)NC(=O)NC1=C(C=C(C=C1)OC1=C2N=CC(NC2=CC=C1)=O)SC)C1=CC=CC=C1 1-(3-(tert-butyl)-1-phenyl-1H-pyrazol-5-yl)-3-(2-(methylthio)-4-((2-oxo-1,2-dihydroquinoxalin-5-yl)oxy)phenyl)urea